C(C(C)C)C1=CC=C(OC2=NC=C(C(=N2)C)C(=O)OCC)C=C1 ethyl 2-(4-isobutylphenoxy)-4-methylpyrimidine-5-carboxylate